2-(isoindolin-2-yl)-3,7-dimethyl-9-(1-((2-(pyridazin-4-yl)thiophen-3-yl)amino)ethyl)-4H-pyrido[1,2-a]pyrimidin-4-one C1N(CC2=CC=CC=C12)C=1N=C2N(C(C1C)=O)C=C(C=C2C(C)NC2=C(SC=C2)C2=CN=NC=C2)C